CCCSP(=O)(OCC)SCCC The molecule is an organic thiophosphate and an organothiophosphate insecticide. It has a role as an EC 3.1.1.7 (acetylcholinesterase) inhibitor, an agrochemical and an antinematodal drug.